beta-oxo-1-piperidinepropanenitrile Citrate C(CC(O)(C(=O)O)CC(=O)O)(=O)O.O=C(CC#N)N1CCCCC1